[C@H]12CN(C[C@H](CC1)N2)C2=NC(=NC1=C(C(=CC=C21)C2=CC(=CC1=CC=CC=C21)O)F)NCC2CCOCC2 4-(4-((1R,5S)-3,8-diazabicyclo[3.2.1]octan-3-yl)-8-fluoro-2-(((tetrahydro-2H-pyran-4-yl)methyl)amino)quinazolin-7-yl)naphthalen-2-ol